CNCC(=O)O N-methyl-glycine